N1CC(C(C1)N)N pyrrolidine-3,4-diamine